FC1=C(C(=CC(=C1)C=1C(=NC=CC1)SC(C)C)F)N1CCC(CC1)CC(=O)O 2-[1-[2,6-difluoro-4-(2-isopropylsulfanyl-3-pyridyl)phenyl]-4-piperidyl]acetic acid